C1C2CCC1C1CCCCC21 decahydro-1,4-methylenenaphthalene